2-((3-aminopropyl)(methyl)amino)ethan-1-ol NCCCN(CCO)C